(S)-2-((((9H-fluoren-9-yl)methoxy)carbonyl)amino)-3-pivalamidopropanoic acid C1=CC=CC=2C3=CC=CC=C3C(C12)COC(=O)N[C@H](C(=O)O)CNC(C(C)(C)C)=O